FC(C1=C(C=CC=C1C(F)(F)F)O)(F)F 2,3-bis(trifluoromethyl)-phenol